1,2-Dioleoyl-sn-glycero-3-phospho-ethanolamine C(CCCCCCC\C=C/CCCCCCCC)(=O)OC[C@@H](OC(CCCCCCC\C=C/CCCCCCCC)=O)COP(=O)(O)OCCN